NCCCCC1=CC=CC=2N(C(N(C21)C)=O)N2C(CCCC2=O)=O [4-(4-aminobutyl)-3-methyl-2-oxo-1,3-benzodiazol-1-yl]piperidine-2,6-dione